6-Bromothiochroman BrC=1C=C2CCCSC2=CC1